zirconium [2-(tert-butyl)-6-((3-methoxypropyl)-[1,1'-biphenyl]-2-ylamino)-4-methylphenoxy]dimethylhafnium C(C)(C)(C)C1=C(O[Hf](C)C)C(=CC(=C1)C)N(C1=C(C=CC=C1)C1=CC=CC=C1)CCCOC.[Zr]